C(CCC)C1=NN2C(C=CC(=C2)OC\C(\CNC(OC(C)(C)C)=O)=C\F)=C1 tert-butyl (E)-(2-(((2-butylpyrazolo[1,5-a]pyridin-6-yl)oxy)methyl)-3-fluoroallyl)carbamate